(S)-2-((6-((3-fluorobenzyl)oxy)-3',6'-dihydro-[2,4'-bipyridine]-1'(2'H)-yl)methyl)-1-(oxetan-2-ylmethyl)-1H-benzo[d]imidazole-6-carboxylic acid FC=1C=C(COC2=CC=CC(=N2)C=2CCN(CC2)CC2=NC3=C(N2C[C@H]2OCC2)C=C(C=C3)C(=O)O)C=CC1